2-methyl-2-(o-phenylazophenoxy)propanamide CC(C(=O)N)(C)OC1=C(C=CC=C1)N=NC1=CC=CC=C1